N(=[N+]=[N-])CC(C1=CC(=CC=C1)C(F)(F)F)NC(NC1=CC=CC=C1)=S 3-{2-azido-1-[3-(trifluoromethyl)phenyl]ethyl}-1-phenylthiourea